C(C)N(C(C1=C(C=CC(=C1)F)OC1=C(N=CN=N1)N1CC2(CN(C2)C(C(C)C)C[C@H](CN(C)CCOC)O)CC1)=O)C(C)C N-ethyl-5-fluoro-2-((5-(2-((3x-s,5r)-5-hydroxy-6-((2-methoxyethyl)(methyl)amino)-2-methylhex-3-yl)-2,6-diazaspiro[3.4]oct-6-yl)-1,2,4-triazin-6-yl)oxy)-N-isopropylbenzamide